O.OC=1[C@H](OC(C1O)=O)[C@@H](C[O-])O.[Na+] sodium (2R)-2-[(2R)-3,4-dihydroxy-5-oxo-2H-furan-2-yl]-2-hydroxy-ethanolate hydrate